BrC(C(=O)N)(C#N)Br 2,2-dibromo-2-cyanoacetamide